C(C)OC1=NC=CC=C1C1=CC(=C2C(=N1)C=NN2C2COC2)N2CCCC2 5-(2-ethoxy-3-pyridinyl)-1-(oxetan-3-yl)-7-pyrrolidin-1-yl-pyrazolo[4,3-b]pyridine